7-bromo-3-chloro-1-hydrazino-2,6-naphthyridine BrC1=NC=C2C=C(N=C(C2=C1)NN)Cl